2-amino-3-Indolylbutanoic acid NC(C(=O)O)C(C)C=1NC2=CC=CC=C2C1